[7-[(3S,5S)-3,5-dimethylpiperazin-1-yl]imidazo[1,5-a]pyridin-3-yl]-(8-fluoro-2-methyl-imidazo[1,2-a]pyridin-6-yl)methanone C[C@H]1CN(C[C@@H](N1)C)C1=CC=2N(C=C1)C(=NC2)C(=O)C=2C=C(C=1N(C2)C=C(N1)C)F